(2R)-2-({2-amino-5-[(1-pyridin-2-ylethyl)sulfanyl][1,3]thiazolo[4,5-d]pyrimidin-7-yl}amino)-4-methylpentan-1-ol NC=1SC2=C(N=C(N=C2N[C@@H](CO)CC(C)C)SC(C)C2=NC=CC=C2)N1